((4aR,8aS)-1-(4-fluorophenyl)-6-((6-(trifluoromethyl)pyridin-2-yl)sulfonyl)-4,4a,5,6,7,8,8a,9-octahydro-1H-pyrazolo[3,4-g]isoquinolin-4a-yl)(pyridin-2-yl)methanone FC1=CC=C(C=C1)N1N=CC2=C1C[C@@H]1CCN(C[C@]1(C2)C(=O)C2=NC=CC=C2)S(=O)(=O)C2=NC(=CC=C2)C(F)(F)F